9,10-didehydro-6-methyl-ergoline-8-carboxamide CN1CC(C=C2C=3C=CC=C4NC=C(C[C@@H]12)C34)C(=O)N